5-amino-6-(6-ethoxypyridin-3-yl)-N-((2-fluoro-5-methoxybenzyl)oxy)pyrazine-2-carboxamide NC=1N=CC(=NC1C=1C=NC(=CC1)OCC)C(=O)NOCC1=C(C=CC(=C1)OC)F